Racemic-(5-(3-(4H-1,2,4-triazol-3-yl)phenyl)-5H-pyrrolo[2,3-b]pyrazin-2-yl)(3,3-difluorocyclobutyl)methanol N=1N=C(NC1)C=1C=C(C=CC1)N1C=CC=2C1=NC=C(N2)[C@H](O)C2CC(C2)(F)F |r|